3-(furan-2-yl)-1-(4-hydroxyphenyl)chalcone O1C(=CC=C1)C=1CC(C=CC1)(\C=C\C(=O)C1=CC=CC=C1)C1=CC=C(C=C1)O